NC1=NC=NC=2N(C3=C(C=C(C=C3C21)C2=CC=C(C=C2)C)C)CC(=O)N2[C@@H]1C[C@@]1(C[C@H]2C(=O)NC2=NC(=CC=C2)Br)C (1R,3S,5R)-2-(2-(4-amino-8-methyl-6-(p-tolyl)-9H-pyrimido[4,5-b]indol-9-yl)acetyl)-N-(6-bromopyridin-2-yl)-5-methyl-2-azabicyclo[3.1.0]hexane-3-carboxamide